2-(2,6-dioxopiperidin-3-yl)-5-((6-(4-(4-(7-morpholinoquinoxalin-2-yl)-1H-pyrazol-1-yl)piperidin-1-yl)-6-oxohexyl)amino)isoindoline-1,3-dione O=C1NC(CCC1N1C(C2=CC=C(C=C2C1=O)NCCCCCC(=O)N1CCC(CC1)N1N=CC(=C1)C1=NC2=CC(=CC=C2N=C1)N1CCOCC1)=O)=O